2-oxaspiro[3.3]heptan-6-ol C1OCC12CC(C2)O